C(C)(C)(CC(C)(C)C)C1=CC=C(C=C1)NC1=CC=CC2=CC=CC=C12 N-(4-tert-octylphenyl)-1-naphthylamine